ClC1=CC(=C(N=N1)N[C@H]1CN(CCC1)CC(=O)OC(C)(C)C)C tert-butyl (R)-2-(3-((6-chloro-4-methylpyridazin-3-yl)amino)piperidin-1-yl)acetate